7-((5-Chloro-6-methylpyridin-2-yl)oxy)-2-azaspiro[3.5]nonan ClC=1C=CC(=NC1C)OC1CCC2(CNC2)CC1